Boc-serinol C(=O)(OC(C)(C)C)NC(CO)CO